potassium gamma-hydroxybutyrate salt OCCCC(=O)[O-].[K+]